FC1(CC1)[C@H](CCO)N([S@](=O)C(C)(C)C)C (R)-N-[(1S)-1-(1-fluorocyclopropyl)-3-hydroxypropyl]-N,2-dimethylpropane-2-sulfinamide